N[C@@H]1C[C@@H](CC1)N(S(=O)(=O)C1=C(C=CC=C1)[N+](=O)[O-])C N-[(1R,3S)-3-aminocyclopentyl]-N-methyl-2-nitrobenzene-1-sulfonamide